C1=CC=CC=2C3=CC=CC=C3C(C12)COC(=O)N([C@H](C(=O)O)CC1=CC=CC=C1)CC(F)(F)F (2S)-2-({[(9H-fluoren-9-yl)methoxy]carbonyl}(2,2,2-trifluoroethyl)amino)-3-phenylpropanoic acid